N-(4-(4-methyloxazol-2-yl)benzyl)pyrazin-2-amine CC=1N=C(OC1)C1=CC=C(CNC2=NC=CN=C2)C=C1